CCCCCCCCCCCCCCCC(=O)OC[C@H](COP(=O)([O-])O[C@@H]1[C@@H]([C@@H]([C@H]([C@@H]([C@H]1O)OP(=O)([O-])[O-])OP(=O)([O-])[O-])O)O)OC(=O)CCCCCCCCCCCCCCC The molecule is a 1-phosphatidyl-1D-myo-inositol 4,5-bisphosphate(5-) in which the phosphatidyl acyl groups at positions 1 and 2 are both specified as hexadecanoyl (palmitoyl). It is a conjugate base of a 1,2-dihexadecanoyl-sn-glycero-3-phospho-(1D-myo-inositol-4,5-bisphosphate).